O1C=C(C=C1)C1CCN(CC1)CC=1C=C2CN(C(C2=CC1)=O)N1C(NC(CC1)=O)=O 1-(5-((4-(Furan-3-yl)piperidin-1-yl)methyl)-1-oxoisoindolin-2-yl)dihydropyrimidine-2,4(1H,3H)-dione